ClC1=NC=CC=C1CO (2-chloropyridin-3-yl)methanol